C(C)(C)C1=CC2=C(C=C1)C1(C(N(C3=CC=CC=C13)C)=O)C1(O2)C(N(C2=CC=CC=C21)C)=O 6'-Isopropyl-1,1''-dimethyldispiro[indoline-3,2'-benzofuran-3',3''-indoline]-2,2''-dione